ClC1=C2C=C(NC2=CC=C1)C(=O)N(C)[C@H]1C=2C3=C(C(NC2CNC1)=O)C=C(C(=C3)F)F (S)-4-chloro-N-(8,9-difluoro-6-oxo-1,2,3,4,5,6-hexahydrobenzo[c][1,7]naphthyridin-1-yl)-N-methyl-1H-indole-2-carboxamide